CC1OC2=C(N(C1=O)CC1=CC(=CC=C1)C(F)(F)F)C=CC(=C2)[N+](=O)[O-] 2-methyl-7-nitro-4-{[3-(trifluoromethyl)phenyl]methyl}-2H-1,4-benzoxazin-3-one